C1CCC2=C(C=CC=C12)N1CCN(CC1)C(=O)OC(C)(C)C tert-Butyl 4-(2,3-dihydro-1H-inden-4-yl)piperazine-1-carboxylate